(R)-4-(azepan-4-yloxy)-6-(1-methyl-1H-pyrazol-4-yl)pyrazolo[1,5-a]pyrazin-2-amine bishydrochloride Cl.Cl.N1CC[C@@H](CCC1)OC=1C=2N(C=C(N1)C=1C=NN(C1)C)N=C(C2)N